5'-((dimethylamino)methyl)-2'-(1-(4-fluoro-3-methoxyphenyl)ethyl)-7'-((2-(methylamino)-1H-imidazol-1-yl)methyl)-2',3'-dihydro-1'H-spiro[cyclobutan-1,4'-isoquinoline]-1'-one CN(C)CC1=C2C3(CN(C(C2=CC(=C1)CN1C(=NC=C1)NC)=O)C(C)C1=CC(=C(C=C1)F)OC)CCC3